NC1=NC(=NC(=N1)N)C(CC)C=1NC=CN1 2,4-diamino-6-(2-methyl-1-imidazolylethyl)-1,3,5-triazine